Cl.Cl.Cl.Cl.NC1=C(C=C(C(=C1)N)N)N 1,2,4,5-tetraaminobenzene tetrahydrochloride